methyl 6-(3-(1-(adamantan-1-ylmethyl)-5-methyl-1H-pyrazol-4-yl)-6-(8-(benzo[d]thiazol-2-ylcarbamoyl)-3,4-dihydroisoquinolin-2(1H)-yl)picolinamido)hexanoate C12(CC3CC(CC(C1)C3)C2)CN2N=CC(=C2C)C=2C(=NC(=CC2)N2CC3=C(C=CC=C3CC2)C(NC=2SC3=C(N2)C=CC=C3)=O)C(=O)NCCCCCC(=O)OC